N(=[N+]=[N-])[C@H]1C[C@@H]([C@@H](C1)C(=O)OCC)C |r| Racemic-ethyl (1R,2S,4S)-4-azido-2-methylcyclopentane-1-carboxylate